C(C1=CC=C(C(=O)OC(C)(C)C)C=C1)(=O)OC1=CC(=CC=C1)OC(C1=CC=C(C(=O)OC(C)(C)C)C=C1)=O (1,3-phenylene) di-tert-butyl diterephthalate